C(C)C1=C(C(=NN1)OCCCO)[N+](=O)[O-] 3-((5-ethyl-4-nitro-1H-pyrazol-3-yl)oxy)propan-1-ol